Ethyl 5-(2,3-dihydrofuran-5-yl)-4-methoxy-pyrazolo[1,5-a]pyridine-3-carboxylate O1CCC=C1C1=C(C=2N(C=C1)N=CC2C(=O)OCC)OC